CN(C(C)=O)[C@@H]1C(=NN(C1)C(=O)N[C@H](C)C=1C=NC(=CC1)Cl)C1=CC=C(C=C1)C (S)-4-(N-methylacetamido)-3-(4-methylphenyl)-N-((R)-1-(6-chloropyridin-3-yl)ethyl)-4,5-dihydro-1H-pyrazole-1-carboxamide